(E)-4-(2-(2'-(5-Methoxyisoindolin-2-yl)-[2,4'-bipyrimidin]-4-yl)vinyl)pyrimidin-2-amine COC=1C=C2CN(CC2=CC1)C1=NC=CC(=N1)C1=NC=CC(=N1)/C=C/C1=NC(=NC=C1)N